4-[2-(N-phenylacetyl-N-2,6-xylylamino)propionamido]butyric acid C1(=CC=CC=C1)CC(=O)N(C1=C(C=CC=C1C)C)C(C(=O)NCCCC(=O)O)C